C1(CCCCC1)C1(C=2C(=NC(=N1)NC1=C(C=C(C=C1)N1CCOCC1)OC)NNC2C2=NN=CN2C)N 4-Cyclohexyl-N6-(2-methoxy-4-morpholinophenyl)-3-(4-methyl-4H-1,2,4-triazol-3-yl)-1H-pyrazolo[3,4-d]pyrimidine-4,6-diamine